2-morpholinoethyl (4-nitrobenzyl) carbonate C(OCCN1CCOCC1)(OCC1=CC=C(C=C1)[N+](=O)[O-])=O